2-chloro-7-methoxythiazolo[4,5-c]pyridine ClC=1SC2=C(C=NC=C2OC)N1